rel-(S)-tert-butyl ((5-(thiazol-5-yl)isochroman-1-yl)methyl)carbamate S1C=NC=C1C1=C2CCO[C@@H](C2=CC=C1)CNC(OC(C)(C)C)=O |o1:10|